Cl.Cl.Cl.Cl.NC=1C=C(C=CC1N)C1=CC(=C(N)C=C1)N 3,3'-diaminobenzidine tetra-hydrochloride